BrC=1C=C(C=CC1)C(CCC(=O)OC(C)(C)C)C#N tert-Butyl 4-(3-bromophenyl)-4-cyano-butanoate